CN(C/C=C/C(=O)N1C2C(N(CC1CC2)C=2SC(=CC2)C2=CC=CC=C2)=O)C (e)-8-(4-(dimethylamino)but-2-enoyl)-3-(5-phenylthiophen-2-yl)-3,8-diazabicyclo[3.2.1]octan-2-one